(2S,4r)-4-hydroxy-1-[(2S)-2-[4-(1H-indol-5-yl)triazol-1-yl]-3,3-dimethyl-butyryl]-N-methyl-pyrrolidine-2-carboxamide O[C@@H]1C[C@H](N(C1)C([C@H](C(C)(C)C)N1N=NC(=C1)C=1C=C2C=CNC2=CC1)=O)C(=O)NC